(1R,2R,4S,5S,6S,7R)-N-(3,4-dichlorophenyl)-7-(2,3-difluoropyridin-4-yl)-8-oxatricyclo[3.2.1.02,4]octane-6-carboxamide ClC=1C=C(C=CC1Cl)NC(=O)[C@@H]1[C@@H]2[C@H]3C[C@H]3[C@H]([C@H]1C1=C(C(=NC=C1)F)F)O2